3-(1-(7-(8-ethylnaphthalen-1-yl)-2-((tetrahydro-1H-pyrrolizin-7a(5H)-yl)methoxy)-5,6,7,8-tetrahydropyrido[3,4-d]pyrimidin-4-yl)piperidin-3-yl)-5-(trifluoromethyl)-1,2,4-oxadiazole C(C)C=1C=CC=C2C=CC=C(C12)N1CC=2N=C(N=C(C2CC1)N1CC(CCC1)C1=NOC(=N1)C(F)(F)F)OCC12CCCN2CCC1